OC1=C(C=C(C=C1[N+](=O)[O-])C(C)(C)CC(C)(C)C)N1N=C2C(=N1)C=CC=C2 2-(2'-hydroxy-3'-nitro-5'-tert-octylphenyl)benzotriazole